C(C)(=O)OC1=C(C(=CC(=C1)OS(=O)(=O)C(F)(F)F)OC(C)=O)[C@H]1[C@@H](CC(C(=C1)C)=O)C(=C)C (1'R,2'R)-5'-Methyl-4'-oxo-2'-(prop-1-en-2-yl)-4-(((trifluoromethyl)sulfonyl)oxy)-1',2',3',4'-tetrahydro-[1,1'-biphenyl]-2,6-diyl diacetate